ClC=1C=2C(=C(NC2C2=C(C1)CN(S(N2COCC[Si](C)(C)C)(=O)=O)CC2CN(CCC2)C(=O)OC(C)(C)C)I)Cl tert-butyl 3-((6,7-dichloro-8-iodo-2,2-dioxido-1-((2-(trimethylsilyl)ethoxy)methyl)-4,9-dihydro-[1,2,6]thiadiazino[4,3-g]indol-3(1H)-yl)methyl)piperidine-1-carboxylate